4-[5-(3,5-dichlorophenyl)-4,5-dihydro-5-(trifluoro-methyl)-3-isoxazolyl]-N-3-thietanylthieno[3,2-c]pyridine-7-carboxamide ClC=1C=C(C=C(C1)Cl)C1(CC(=NO1)C1=NC=C(C2=C1C=CS2)C(=O)NC2CSC2)C(F)(F)F